1-{[2,4'-bipyridine]-3-carbonyl}-4-(3-phenylpropyl)piperidine-4-carbonitrile N1=C(C(=CC=C1)C(=O)N1CCC(CC1)(C#N)CCCC1=CC=CC=C1)C1=CC=NC=C1